O=C(CCNC(OC(C)(C)C)=O)NC1=CC(=CC=C1)S(N[C@@H](CC1=CC(=CC=C1)C(N)=N)C=1SC=CN1)(=O)=O |r| tert-butyl N-[3-oxo-3-[3-[[rac-(1S)-2-(3-carbamimidoylphenyl)-1-thiazol-2-yl-ethyl]sulfamoyl]anilino]propyl]carbamate